7-methoxy-2-methylphthalazin-1(2H)-one COC1=CC=C2C=NN(C(C2=C1)=O)C